4-(5-(trifluoromethyl)pyridin-3-yl)piperazine-1-sulfonyl chloride FC(C=1C=C(C=NC1)N1CCN(CC1)S(=O)(=O)Cl)(F)F